NC=1N=C(C2=C(N1)CN(C2=O)[C@@H]2C(CCCC2)(F)F)N2N=CC(=C2)OCC (S)-2-amino-6-(2,2-difluorocyclohexyl)-4-(4-ethoxy-1H-pyrazol-1-yl)-6,7-dihydro-5H-pyrrolo[3,4-d]pyrimidin-5-one